1-(5-chloro-2-hydroxymethylphenyl)-3-(3-fluoro-5-trifluoromethoxyphenyl)urea ClC=1C=CC(=C(C1)NC(=O)NC1=CC(=CC(=C1)OC(F)(F)F)F)CO